C(C1=CC=CC=C1)N1N=C(C=C1)C1=CN(C=2N=C(N=CC21)Cl)C2C(C(C(C2)CN(C)CCCNCCC2=CC=C(C=C2)F)O)O 3-[5-(1-benzylpyrazol-3-yl)-2-chloropyrrolo[2,3-d]pyrimidin-7-yl]-5-{[(3-{[2-(4-fluorophenyl)ethyl]amino}propyl)(methyl)amino]methyl}cyclopentane-1,2-diol